C(C)OC(=C)C1=NC(=CC(=C1)[N+](=O)[O-])C1(CC1)F 2-(1-ethoxyvinyl)-6-(1-fluorocyclopropyl)-4-nitropyridine